5-(5-Fluoro-2-isopropyl-1H-pyrrolo[2,3-b]pyridin-1-yl)-7-methylindolin FC=1C=C2C(=NC1)N(C(=C2)C(C)C)C=2C=C1CCNC1=C(C2)C